3-(5-chlorothien-2-yl)-1-(2,2-difluoroethyl)-1H-indazol-5-amine ClC1=CC=C(S1)C1=NN(C2=CC=C(C=C12)N)CC(F)F